C(C1=CC=CC=C1)OC=1C=CC2=C(C(=C(S2)C(F)F)C(=O)NCCN2C(OCC2)=O)C1 5-(benzyloxy)-2-(difluoromethyl)-N-[2-(2-oxo-1,3-oxazolidin-3-yl)ethyl]-1-benzothiophene-3-carboxamide